C(C=C)(=O)N1C[C@@H](N(CC1)C=1C2=C(N(C(N1)=O)C1=C(C=CC=C1S(=O)(=O)C)C1CC1)N=C(C(=C2)F)C2=C(C=CC=C2)Cl)C (S)-4-(4-acryloyl-2-methylpiperazin-1-yl)-7-(2-chlorophenyl)-1-(2-cyclopropyl-6-(methylsulfonyl)phenyl)-6-fluoropyridino[2,3-d]pyrimidin-2(1H)-one